n-methoxy-4-(7-methoxy-1H-indol-2-yl)-2-carbonyl-5-pentyl-2,5-dihydrofuran-3-carboxamide CONC(=O)C=1C(OC(C1C=1NC2=C(C=CC=C2C1)OC)CCCCC)=C=O